NC1=CC=C(C(=C1C(=O)N(C)C)F)C=1C=C2C(=NC1)NC=C2C2=CC=C(C=C2)C(N)=O 6-amino-3-(3-(4-carbamoylphenyl)-1H-pyrrolo[2,3-b]pyridin-5-yl)-2-fluoro-N,N-dimethylbenzamide